COC1=NC=CC2=C1C=C(N2)C(=O)OC methyl 4-methoxy-1H-pyrrolo[3,2-c]pyridine-2-carboxylate